CN1C(=NN=C1)CC1(COC1)C1=CC=C2CN(C(C2=C1)=O)C1=NC(=CC(=C1)CN1C[C@H](NCC1)C)C(F)(F)F (R)-6-(3-((4-Methyl-4H-1,2,4-triazol-3-yl)methyl)oxetan-3-yl)-2-(4-((3-methyl-piperazin-1-yl)methyl)-6-(trifluoromethyl)pyridin-2-yl)isoindolin-1-one